N-(4-(((2-Amino-9H-purin-6-yl)oxy)methyl)benzyl)-4-(3,7-bis(dimethylamino)-5,5-dimethyldibenzo[b,e]silin-10(5H)-yliden)butanamid NC1=NC(=C2N=CNC2=N1)OCC1=CC=C(CNC(CCC=C2C3=C([Si](C4=C2C=CC(=C4)N(C)C)(C)C)C=C(C=C3)N(C)C)=O)C=C1